ClC=1C=CC=C2C(C(=C(NC12)C1=CC=CC=C1)C(C)=NS(=O)C(C)(C)C)=O N-[1-(8-chloro-4-oxo-2-phenyl-1,4-dihydroquinolin-3-yl)ethylidene]-2-methylpropane-2-sulfinamide